NC1=C2C(C3(C(OC4=C3C=CC(=C4)[C@H](C)C4CC4)(C2=CC=C1)O)N1C(N(C(=C1C(=O)N)C)C)=O)=O (1-amino-7-((R)-1-cyclopropylethyl)-4b-hydroxy-10-oxo-4b,10-dihydro-9bH-indeno[1,2-b]benzofuran-9b-yl)-1,5-dimethyl-2-oxo-2,3-dihydro-1H-imidazole-4-carboxamide